S1C=NC2=C1C(=CC=C2)NC2=CC=CC=C2 (benzo[d]thiazole-7-yl)aniline